3,3-Dioxo-4,5-dihydro-2H-benzo[d][1,6,2]dithiazepine O=S1(NCC2=C(SC1)C=CC=C2)=O